1,1'-Bis(diphenylphosphino)-ferrocene C1(=CC=CC=C1)P([C-]1C=CC=C1)C1=CC=CC=C1.[C-]1(C=CC=C1)P(C1=CC=CC=C1)C1=CC=CC=C1.[Fe+2]